C12CN(CC(N1)C2)C2=C1CN(C(C1=C(C(=C2)F)F)=O)C2C(NC(CC2)=O)=O 3-(4-(3,6-diazabicyclo[3.1.1]heptan-3-yl)-6,7-difluoro-1-oxoisoindolin-2-yl)piperidine-2,6-dione